BrC1=CN=C(C=C1C=O)Cl 5-bromo-2-chloroisonicotinaldehyde